ClC=1C(=C(C=CC1)\C=N/C1CC1)F (Z)-1-(3-chloro-2-fluorophenyl)-N-cyclopropylmethylenimine